4-Chloro-2,3-dihydro-1-benzofuran-3-on ClC1=CC=CC2=C1C(CO2)=O